FC(C=1C=CC(=NC1)CN)(F)F 1-[5-(trifluoromethyl)pyridin-2-yl]Methylamine